CC=1SC=C(N1)/C=C/C=O (E)-3-(2-methylthiazol-4-yl)prop-2-enal